8-Amino-5-nitro-3,4-dihydronaphthalen-1(2H)-one NC=1C=CC(=C2CCCC(C12)=O)[N+](=O)[O-]